2-{3-[(3S)-3-tert-butylpiperazin-1-yl]-1,2,4-triazin-6-yl}-4-fluoro-5-(1H-pyrazol-4-yl)phenol formate salt C(=O)O.C(C)(C)(C)[C@H]1CN(CCN1)C=1N=NC(=CN1)C1=C(C=C(C(=C1)F)C=1C=NNC1)O